ClC1=CC(=C(C(=O)O)C(=C1)NC1=CC=CC=C1)F 4-chloro-2-fluoro-6-(phenylamino)benzoic acid